4-(hydroxymethyl)-3-nitrobenzyl-urea OCC1=C(C=C(CNC(=O)N)C=C1)[N+](=O)[O-]